{[2-(5-{5-[5-(2,2-dicyanoethenyl)-1,3-thiazole-2-yl]furan-2-yl}-1-ethyl-1H-pyrrol-2-yl)thieno[3,2-b]furan-5-yl]methylidene}propanedinitrile C(#N)C(=CC1=CN=C(S1)C1=CC=C(O1)C1=CC=C(N1CC)C1=CC2=C(O1)C=C(S2)C=C(C#N)C#N)C#N